N1(C=NC=C1)CC1=CC=C(C=C1)C(C(=O)O)C 4-(1H-imidazolylmethyl)-phenylpropionic acid